(R)-(7-(tetrahydrofuran-3-yl)isoquinolin-3-yl)methanol O1C[C@H](CC1)C1=CC=C2C=C(N=CC2=C1)CO